6-[2-(4-azaspiro[2.5]oct-7-yl)-7-fluoro-indazol-5-yl]-2,8-dimethyl-imidazo[1,2-b]pyridazine C1CC12NCCC(C2)N2N=C1C(=CC(=CC1=C2)C=2C=C(C=1N(N2)C=C(N1)C)C)F